Cl.N[C@@H](CO)C(=O)O[C@@](C[N+](C)(C)C)(CC([O-])=O)C(C)=O acetyl-L-carnitine L-serinate hydrochloride